FC1=CC=C(C=C1)C1=C(N(C=C1I)C)C(=O)O 3-(4-fluorophenyl)-4-iodo-1-methyl-1H-pyrrole-2-carboxylic acid